(2,6-dichlorophenyl)-N-[6-(3,5-difluorophenylamino)pyridazin-4-yl]acetamide ClC1=C(C(=CC=C1)Cl)CC(=O)NC1=CN=NC(=C1)NC1=CC(=CC(=C1)F)F